(2,4-di-t-butyl-5-methylphenyl)-4,4'-biphenylbisphosphonate C(C)(C)(C)C1=C(C=C(C(=C1)C(C)(C)C)C)OP([O-])(=O)C1=CC=C(C=C1)C1=CC=C(C=C1)P([O-])(=O)[O-]